5-[7-({[4-(1,4-dimethyl-1H-pyrazol-3-yl)phenyl]methyl}(methyl)amino)-2,5-dimethylpyrazolo[1,5-a]pyrimidin-3-yl]-N,N,4-trimethylpyridin-2-amine CN1N=C(C(=C1)C)C1=CC=C(C=C1)CN(C1=CC(=NC=2N1N=C(C2C=2C(=CC(=NC2)N(C)C)C)C)C)C